trans-N-(3-(2-Cyclopropylthiazol-5-yl)phenyl)-4-(2-(2-hydroxyethoxy)acetamido)-N-((trans-4-(4-methoxy-3-methylphenyl)cyclohexyl)methyl)cyclohexanecarboxamide C1(CC1)C=1SC(=CN1)C=1C=C(C=CC1)N(C(=O)[C@@H]1CC[C@H](CC1)NC(COCCO)=O)C[C@@H]1CC[C@H](CC1)C1=CC(=C(C=C1)OC)C